C(CC)(=O)OC1=CC=C2C=CNC2=C1 1H-indol-6-yl propionate